3-Hydroxycyclopentyl(8-amino-7-fluoro-6-(8-methyl-2,3-dihydro-1H-pyrido[2,3-b][1,4]oxazin-7-yl)isoquinolin-3-yl)carbamate OC1CC(CC1)N(C([O-])=O)C=1N=CC2=C(C(=C(C=C2C1)C1=C(C2=C(OCCN2)N=C1)C)F)N